CC1=C(C(=O)OC2=NN(C(=C2)CO)C)C=CC=C1 (5-(hydroxymethyl)-1-methyl-1H-pyrazol-3-yl) methylbenzoate